(2R,3R,3aS,9aR)-3-hydroxy-2-(hydroxymethyl)-2,3,3a,9a-tetrahydro-6H-furo[2',3':4,5]oxazolo[3,2-c]pyrimidine-6,8(7H)-dione O[C@@H]1[C@H](O[C@@H]2[C@H]1OC=1N2C(NC(C1)=O)=O)CO